ClC1=C(C=CC2=C1C(=NCCN2)C2=C(C=CC=C2)F)Cl 6,7-dichloro-5-(2-fluorophenyl)-1,3-dihydro-1,4-benzodiazepine